CS(=O)(=O)OC[C@@H]1OC(CC1)=O [(2R)-5-oxotetrahydrofuran-2-yl]methyl methanesulfonate